oleylbenzenesulfonate C(CCCCCCC\C=C/CCCCCCCC)OS(=O)(=O)C1=CC=CC=C1